2-bromo-6-(methyl-d3)pyridine BrC1=NC(=CC=C1)C([2H])([2H])[2H]